N-methyl-5-[(2S,5R)-5-methyl-2-piperidyl]thiophene-2-carboxamide CNC(=O)C=1SC(=CC1)[C@H]1NC[C@@H](CC1)C